FC1=CC(=C(OC2=C(C=C(C=C2)C(C)(C)O)C2N(C=CC(=C2I)OC)C)C(=C1)C)C (2-(4-fluoro-2,6-dimethylphenoxy)-5-(2-hydroxy-prop-2-yl)phenyl)-3-iodo-4-methoxy-1-methylpyridin